O[C@H](COC=1C=C(C=CC1)S(=O)(=O)NC)CN[C@@H]1COC2(C1)CCN(CC2)S(=O)(=O)C=2C=NN(C2C)C2=CC=CC=C2 3-((S)-2-hydroxy-3-((S)-8-(5-methyl-1-phenyl-1H-pyrazol-4-ylsulfonyl)-1-oxa-8-azaspiro[4.5]decan-3-ylamino)propoxy)-N-methylbenzenesulfonamide